2-(4-(4-fluoro-2,6-dimethylphenoxy)-2-(5-methyl-4-oxo-2-(2-(tetrahydrofuran-3-yl)-1H-imidazol-5-yl)-4,5-dihydrofuro[3,2-c]pyridin-7-yl)phenyl)propan-2-yl acetate C(C)(=O)OC(C)(C)C1=C(C=C(C=C1)OC1=C(C=C(C=C1C)F)C)C=1C2=C(C(N(C1)C)=O)C=C(O2)C2=CN=C(N2)C2COCC2